COC(\C=C\CCCCC)=O (E)-oct-2-enoic acid methyl ester